1-methyl-1-(2-(1-methyl-1H-imidazo[1,2-b]pyrazole-7-carbonyl)-2-azaspiro[3.3]heptan-6-yl)-3-(4-(trifluoromethyl)pyridin-2-yl)urea CN(C(=O)NC1=NC=CC(=C1)C(F)(F)F)C1CC2(CN(C2)C(=O)C2=C3N(N=C2)C=CN3C)C1